C1(=CC(=CC=C1)C(C)=O)C 1-(m-tolyl)ethanone